(R)-N-(1-cyanocyclopropyl)-9-(5-(difluoromethyl)-1,3,4-thiadiazol-2-yl)-4-(3-methylmorpholino)-9H-pyrimido[4,5-b]indole-7-sulfonamide C(#N)C1(CC1)NS(=O)(=O)C1=CC=C2C3=C(N(C2=C1)C=1SC(=NN1)C(F)F)N=CN=C3N3[C@@H](COCC3)C